N1(CCOCC1)C[C@H]1N(CC2=CC=CC=C2C1)C(=O)C1=CC=C2CCN(CC2=C1)C(=O)N 7-[(3S)-3-(morpholin-4-ylmethyl)-1,2,3,4-tetrahydroisoquinoline-2-carbonyl]-1,2,3,4-tetrahydroisoquinoline-2-carboxamide